Cl.NC1=NC(=NC=C1CN1CSC(=C1C)CCO)C 3-[(4-amino-2-methyl-5-pyrimidyl)methyl]-5-(2-hydroxyethyl)-4-methyl-thiazole hydrochloride